OC1=CC=C(C=C1)C1=CC=C(C=C1)OCCCCCCBr 6-((4'-hydroxy-[1,1'-biphenyl]-4-yl)oxy)-1-bromohexane